(S)-3-amino-2-(4-(2-hydroxyethyl)phenyl)-N-(thieno[2,3-c]pyridin-2-yl)propanamide NC[C@@H](C(=O)NC1=CC=2C(=CN=CC2)S1)C1=CC=C(C=C1)CCO